ClC1=CC(=NC=2CN(CCC12)C(=O)OC(C)(C)C)C(=O)OCC 7-(tert-butyl) 2-ethyl 4-chloro-5,8-dihydro-1,7-naphthyridine-2,7(6H)-dicarboxylate